FC1(CC1)CN[C@H]1CN(CCC1)C=1C=CC(=NC1)C1(COC1)C(=O)NC=1N=C2N(C(C1)=O)C=CC=C2 (R)-3-(5-(3-(((1-fluorocyclopropyl)methyl)amino)piperidin-1-yl)pyridin-2-yl)-N-(4-oxo-4H-pyrido[1,2-a]pyrimidin-2-yl)oxetane-3-carboxamide